C(C)(=O)OC1OC([C@H]([C@H]1C1=C(C(=C(C=C1)F)F)OC)OC)(C)C |r| rac-(3R,4s)-3-(3,4-difluoro-2-methoxyphenyl)-4-methoxy-5,5-dimethyltetrahydrofuran-2-yl acetate